C[C@]12CC(C[C@](CC1)(N2)C)OC2=CC=C(N=N2)C2=NC=C(C=C2O)C=2C=NC=NC2 2-(6-{[(1R,3S,5S)-1,5-dimethyl-8-azabicyclo[3.2.1]oct-3-yl]oxy}pyridazin-3-yl)-5-(pyrimidin-5-yl)pyridin-3-ol